(R)-4-((4-cyclohexylphenyl)amino)-2-(2-methylmorpholino)pyrido[2,3-d]pyrimidine-6-carbonitrile C1(CCCCC1)C1=CC=C(C=C1)NC=1C2=C(N=C(N1)N1C[C@H](OCC1)C)N=CC(=C2)C#N